C(C)(C)(C)OC(=O)N1CCN(CC1)C1=C(C(N(C2=CC=C(N=C12)Br)C)=O)C#N 4-(6-bromo-3-cyano-1-methyl-2-oxo-1,2-dihydro-1,5-naphthyridin-4-yl)piperazine-1-carboxylic acid tert-butyl ester